N-(6-chloro-2-(difluoromethoxy)-5-nitro-pyridin-3-yl)acetamide ClC1=C(C=C(C(=N1)OC(F)F)NC(C)=O)[N+](=O)[O-]